3-((1-(1-Oxo-1,2-dihydroisoquinolin-4-yl)ethyl)amino)propanoic acid isopropyl ester C(C)(C)OC(CCNC(C)C1=CNC(C2=CC=CC=C12)=O)=O